2,4-dichloro-5-aminophenyl-4-difluoromethyl-1,2,4-triazole ClC1=C(C=C(C(=C1)Cl)N)C1=NN=CN1C(F)F